N-(4-(((R)-1-Hydroxy-4-methylpentan-2-yl)amino)-6-((R)-2-(6-methoxy-4-methylpyridin-3-yl)propyl)-1,3,5-triazin-2-yl)methanesulfonamide OC[C@@H](CC(C)C)NC1=NC(=NC(=N1)C[C@@H](C)C=1C=NC(=CC1C)OC)NS(=O)(=O)C